N-methyl-4-(butylimino)-2-penten-2-amine CNC(C)=CC(C)=NCCCC